C1(CC1)N(CC[C@@H](C(=O)O)NC(=O)C1=CC=NN1C)CCCCC1=NC=2NCCCC2C=C1 (S)-4-(cyclopropyl(4-(5,6,7,8-tetrahydro-1,8-naphthyridin-2-yl)butyl)amino)-2-(1-methyl-1H-pyrazole-5-carboxamido)butanoic acid